seryl-amide N[C@@H](CO)C(=O)[NH-]